C(C)(C)(C)OC(=O)N1CCN(CC1)C1=NC=C(C(=N1)OCC)C(NC=1C=C(C=2N(C1)C=C(N2)C)OC)=O 4-[4-ethoxy-5-(8-methoxy-2-methylimidazo[1,2-a]pyridin-6-ylcarbamoyl)pyrimidin-2-yl]piperazine-1-carboxylic acid tert-butyl ester